((6-(2-((4-((1S,5R)-8-azabicyclo[3.2.1]oct-2-ene-3-yl)phenyl)amino)-6-cyclopropyl-5-fluoro-7H-pyrrolo[2,3-d]pyrimidin-7-yl)pyridin-2-yl)imino)dimethyl-λ6-sulfanone [C@@H]12C=C(C[C@@H](CC1)N2)C2=CC=C(C=C2)NC=2N=CC1=C(N2)N(C(=C1F)C1CC1)C1=CC=CC(=N1)N=S(=O)(C)C